4-[(E)-2-(6-iodo-1H-benzimidazol-2-yl)ethenyl]-N,N-dimethyl-aniline IC=1C=CC2=C(NC(=N2)/C=C/C2=CC=C(N(C)C)C=C2)C1